N,N-bis(3-(2,2-diethoxy-1,2-azasilolidin-1-yl)propyl)-N',N'-bis(3-(triethoxysilyl)propyl)propane-1,3-diamine C(C)O[Si]1(N(CCC1)CCCN(CCCN(CCC[Si](OCC)(OCC)OCC)CCC[Si](OCC)(OCC)OCC)CCCN1[Si](CCC1)(OCC)OCC)OCC